FC1=C(C(=CC=C1)F)C1=CC=CC2=C1C(=NO2)C=2C(N1N(C2C)C[C@H](C1)NS(=O)(=O)C)=O |o1:24| N-{(2R*)-6-[4-(2,6-difluorophenyl)-1,2-benzoxazol-3-yl]-7-methyl-5-oxo-2,3-dihydro-1H,5H-pyrazolo[1,2-a]pyrazol-2-yl}methanesulfonamide